FC1CCN(CC1)CC(=O)NC=1N=CC2=CC=C(C=C2C1)C=1C=NN(C1)C 2-(4-fluoropiperidin-1-yl)-N-(6-(1-methyl-1H-pyrazol-4-yl)isoquinolin-3-yl)acetamide